C(C)(=O)OCC1(C(C1)(F)F)COC(C)=O [1-[(acetyloxy)methyl]-2,2-difluorocyclopropyl]methyl acetate